(E)-8,10-dodecadien-1-ol C(CCCCCC\C=C\C=CC)O